NC/C(/COC1=CC=C(C=C1)S(=O)(=O)CC12CCC(CC1)(CC2)C(=O)NC2CC(C2)(F)F)=C\F (E)-4-(((4-((2-(aminomethyl)-3-fluoroallyl)oxy)phenyl)sulfonyl)methyl)-N-(3,3-difluorocyclobutyl)bicyclo[2.2.2]octane-1-carboxamide